NC=1SC(=C(N1)C1=CC=CC=C1)OC1=CC(=NC=C1)NC=1C=C(C=CC1)S(=O)(=O)N 3-((4-((2-amino-4-phenylthiazol-5-yl)oxy)pyridin-2-yl)amino)benzenesulfonamide